2-(N-(4-amino-5-benzoyl-thiazol-2-yl)-4-fluoro-anilino)acetamide NC=1N=C(SC1C(C1=CC=CC=C1)=O)N(C1=CC=C(C=C1)F)CC(=O)N